3-(4-(5-chloro-3-fluoropyridin-2-yl)-3,6-dioxo-1-(4-(trifluoromethyl)benzyl)piperazin-2-yl)bicyclo[1.1.1]pentane-1-carboxamide ClC=1C=C(C(=NC1)N1C(C(N(C(C1)=O)CC1=CC=C(C=C1)C(F)(F)F)C12CC(C1)(C2)C(=O)N)=O)F